2-(4-hydroxybenzyl)-1,4-dihydroisoquinolin-3(2H)-one OC1=CC=C(CN2CC3=CC=CC=C3CC2=O)C=C1